6-(1-Acetyl-3,6-dihydro-2H-pyridin-5-yl)-4-(2-chloro-4-piperazin-1-yl-phenyl)-7-fluoro-N,N-dimethyl-1H-indole-2-carboxamide C(C)(=O)N1CCC=C(C1)C1=CC(=C2C=C(NC2=C1F)C(=O)N(C)C)C1=C(C=C(C=C1)N1CCNCC1)Cl